C(C(C)C)N1CCN(C2=CC=CC=C12)C(C(C)N1CCCCC1)=O 1-(4-isobutyl-3,4-dihydroquinoxaline-1(2H)-yl)-2-(piperidin-1-yl)propan-1-one